imidazo[1,2-a]pyrazine-6-carboxylate N=1C=CN2C1C=NC(=C2)C(=O)[O-]